ClC1=C2C(=NC=C1C)C=CO2 7-chloro-6-methyl-furo[3,2-b]pyridine